3-(N,N-Dimethylpalmityl-ammonio)propanesulfonate C[N+](C)(CCCS(=O)(=O)[O-])CCCCCCCCCCCCCCCC